ethyl 2-methyl-5-(trifluoromethyl)pyridine-3-carboxylate CC1=NC=C(C=C1C(=O)OCC)C(F)(F)F